allyl-morpholine hexafluorophosphate F[P-](F)(F)(F)(F)F.C(C=C)N1CCOCC1